2-[10-(2-Oxo-propyl)-10H-9-oxa-1-aza-anthracen-6-yl]-propionic acid O=C(CC1C=2C=CC=NC2OC2=CC=C(C=C12)C(C(=O)O)C)C